5-methoxy-2-(pyridin-4-yl)pyrido[3,4-d]pyrimidine COC1=CN=CC=2N=C(N=CC21)C2=CC=NC=C2